Diethylene glycol e-bis(aminopropyl) ether NCCCOCCOCCOCCCN